C(#N)C1=CC=C(C=C1)N1C=CC=2C1=NC=C(C2)C(=O)N2CCC(CC2)(F)F 1-(4-cyanophenyl)-5-(4,4-difluoropiperidine-1-carbonyl)-1H-pyrrolo[2,3-b]pyridin